methyl (S)-2-(2,6-difluoro-4-((R)-3-(trifluoromethyl)morpholino) benzamido)-3-(8-(1,6-dimethyl-2-oxo-4-(trifluoromethyl)-1,2-dihydropyridin-3-yl)chroman-5-yl)propanoate FC1=C(C(=O)N[C@H](C(=O)OC)CC2=C3CCCOC3=C(C=C2)C=2C(N(C(=CC2C(F)(F)F)C)C)=O)C(=CC(=C1)N1[C@H](COCC1)C(F)(F)F)F